(R)-6-((1,4-dioxan-2-yl)methoxy)-1-chloroisoquinoline O1[C@H](COCC1)COC=1C=C2C=CN=C(C2=CC1)Cl